OC1=CC(=CC(=C1C1=C(C=CC(=C1)C)C(=C)C)OP(=O)(CCC)N[C@@H](C)C(=O)OC)CCCCC methyl (((6-hydroxy-5'-methyl-4-pentyl-2'-(prop-1-en-2-yl)-[1,1'-biphenyl]-2-yl)oxy)(propyl)phosphoryl)-L-alaninate